O[C@H]1C[C@H](N(C1)C([C@H](C(C)(C)C)NC(OC(C)(C)C)=O)=O)C(N[C@@H](C)C1=CC=C(C=C1)C1=C(N=CS1)C)=O tert-butyl ((S)-1-((2S,4S)-4-hydroxy-2-(((S)-1-(4-(4-methylthiazol-5-yl) phenyl)ethyl)carbamoyl)pyrrolidin-1-yl)-3,3-dimethyl-1-oxobutan-2-yl)carbamate